C(N)(OCC(=C(F)C(C)(C)C)COC1=CC=C2C(=N1)CN(C2=O)C2CC2)=O tert-butyl-(2-(((6-cyclopropyl-5-oxo-6,7-dihydro-5H-pyrrolo[3,4-b]pyridin-2-yl) oxy) methyl)-3-fluoroallyl) carbamate